Methyl 4-[1-[[4-[2-(4-methylphenoxy)ethyl-methyl-amino]tetrahydropyran-4-carbonyl]amino]cyclopropyl]benzoate CC1=CC=C(OCCN(C2(CCOCC2)C(=O)NC2(CC2)C2=CC=C(C(=O)OC)C=C2)C)C=C1